BrC1=CN=C(S1)C(=O)N1CCC(CC1)N1C[C@@H](CCC1)C (5-bromo-1,3-thiazol-2-yl)[(3R)-3-methyl[1,4'-bipiperidine]-1'-yl]methanone